2-(1-bromoethyl)-4-ethyl-1-fluoro-3-methylbenzene BrC(C)C1=C(C=CC(=C1C)CC)F